OC(CNC(C=C)=O)CC N-(2-hydroxybutyl)acrylamide